(1-(2,2-difluoro-3-hydroxypropyl)-7-(4-hydroxy-1,2,6-trimethyl-1H-benzo[d]imidazol-5-yl)-1H-indol-3-yl)(3,4,5-trifluorophenyl)methanone FC(CN1C=C(C2=CC=CC(=C12)C1=C(C2=C(N(C(=N2)C)C)C=C1C)O)C(=O)C1=CC(=C(C(=C1)F)F)F)(CO)F